ClC1=NC=C(C(=N1)NC=1C=C2C=C(C(N(C2=NC1)C)=O)OCC(=O)NC)Cl 2-((6-((2,5-dichloropyrimidin-4-yl)amino)-1-methyl-2-oxo-1,2-dihydro-1,8-naphthyridin-3-yl)oxy)-N-methylacetamide